methyl (1s,4s)-4-(6-((6-methoxy-2-methyl-1,2,3,4-tetrahydroisoquinolin-7-yl)amino)-3-methyl-1H-pyrazolo[3,4-d]pyrimidin-1-yl)cyclohexane-1-carboxylate COC=1C=C2CCN(CC2=CC1NC1=NC=C2C(=N1)N(N=C2C)C2CCC(CC2)C(=O)OC)C